1-(5-chloro-4-(4-fluoro-2-methoxyphenyl)pyridin-2-yl)-3-((1r,4r)-4-(cyclopropylamino)cyclohexyl)urea ClC=1C(=CC(=NC1)NC(=O)NC1CCC(CC1)NC1CC1)C1=C(C=C(C=C1)F)OC